trans-4-((4-(2-Cyclopropyloxazol-4-yl) pyridine-2-yl)((trans-4-(4-methoxy-3-methylphenyl)cyclohexyl)methyl) carbamoyl)cyclohexyl 3-hydroxyazetidine-1-carboxylate OC1CN(C1)C(=O)O[C@@H]1CC[C@H](CC1)C(N(C[C@@H]1CC[C@H](CC1)C1=CC(=C(C=C1)OC)C)C1=NC=CC(=C1)C=1N=C(OC1)C1CC1)=O